O1C(=CC=C1)C1=NN2C(N=C(N=C2N)NCCC2=CC=C(C=C2)OCCCN2CCCCC2)=N1 2-(Furan-2-yl)-N5-(4-(3-(piperidin-1-yl)propoxy)phenethyl)-[1,2,4]triazolo[1,5-a][1,3,5]-triazine-5,7-diamine